COC=1C(=C(C=CC1)B(O)O)C 3-methoxy-2-methylphenylboronic acid